3-(1-methylguanidino)-prop-2-enoic acid CN(C(=N)N)C=CC(=O)O